ClC1=CC(=C(C(=O)O)C=C1)C=1N(C(=C(C1)C(=O)OCC)C)C C4-chloro-2-[4-(ethoxycarbonyl)-1,5-dimethyl-1H-pyrrol-2-yl]benzoic acid